C1=CC=CC=2C3=CC=CC=C3C(C12)COC(=O)NCCC(=O)O 3-(((9H-fluoren-9-yl)methoxy)carbonylamino)propanoic acid